3-(4-ethoxy-7-methyl-1-oxoisoindolin-2-yl)piperidine-2,6-dione C(C)OC1=C2CN(C(C2=C(C=C1)C)=O)C1C(NC(CC1)=O)=O